[K].C1CCC2=C(C=3CCCC3C=C12)NC(=O)NS(=O)(=O)C1CN(C1)C[Si](C)(C)C N-((1,2,3,5,6,7-Hexahydro-s-indacen-4-yl)carbamoyl)-1-((trimethylsilyl)methyl)azetidine-3-sulfonamide, Potassium Salt